N-[1-[3-(3-cyanophenyl)quinoxalin-2-yl]pyrrolidin-3-yl]-3,3,3-trifluoro-propanamide C(#N)C=1C=C(C=CC1)C=1C(=NC2=CC=CC=C2N1)N1CC(CC1)NC(CC(F)(F)F)=O